2-Methoxyethyl-[(3-{2-chloro-4-fluoro-5-[3-methyl-2,6-dioxo-4-(trifluoromethyl)-3,6-dihydropyrimidin-1(2H)-yl]phenoxy}pyridin-2-yl)oxy]acetate COCCOC(COC1=NC=CC=C1OC1=C(C=C(C(=C1)N1C(N(C(=CC1=O)C(F)(F)F)C)=O)F)Cl)=O